OC1=C(C2=C(C=C(C(O2)=O)C(=O)OCCOC=2C(=[N+](ON2)[O-])S(=O)(=O)C2=CC=CC=C2)C=C1)CN1CCCCC1 4-(2-((7-hydroxy-8-(piperidin-1-ylmethyl)-2-oxo-2H-benzopyran-3-carbonyl)oxy)ethoxy)-3-(benzenesulfonyl)-1,2,5-oxadiazole 2-oxide